NCC1=CC=C(C=C1)CCNC1=C(N=NC(=C1)Cl)N N4-[2-[4-(aminomethyl)phenyl]ethyl]-6-chloropyridazine-3,4-diamine